ClC=1C=CC(=C(C1)C1=CC=C2C(=CN=NC2=C1)NCC1=C(C=C(C=C1)OC)OC)N1N=NC=C1 7-[5-chloro-2-(triazol-1-yl)phenyl]-N-[(2,4-dimethoxyphenyl)methyl]cinnolin-4-amine